C(C=C)OC1=CC=C(C=C1)NC(C(=O)O)CCC=O ((4-(allyloxy)phenyl)amino)-5-oxopentanoic acid